(S)-4-Amino-N-(2-(chromen-7-yl)-1-cyanoethyl)tetrahydro-2H-pyran-4-carboxamide NC1(CCOCC1)C(=O)N[C@@H](CC1=CC=C2C=CCOC2=C1)C#N